FC1(CC(C1)(C)CC(=O)NC1=C(C=C(C=C1C)N1CCOC2=C(C1)C=CC(=C2)F)C)F 2-(3,3-Difluoro-1-methylcyclobutyl)-N-(4-(8-fluoro-2,3-dihydrobenzo[f][1,4]oxazepin-4(5H)-yl)-2,6-dimethylphenyl)acetamide